NC(C)(C)C1=CC(=CC(=N1)OC1[C@@H]2CN(C[C@H]12)C(=O)C1=C(N=C(S1)C1=NC=CC=N1)C)C1=CC=C(C=C1)F ((1R,5S,6s)-6-((6-(2-aminopropan-2-yl)-4-(4-fluorophenyl)pyridin-2-yl)oxy)-3-azabicyclo[3.1.0]hexan-3-yl)(4-methyl-2-(pyrimidin-2-yl)thiazol-5-yl)methanone